NC1=NC=CC=2N1C(=NC2C=2CCN(CC2)C(CO)=O)C2=CC(=C(C=C2)OC2=CC=CC=C2)F 1-(4-(5-amino-3-(3-fluoro-4-phenoxyphenyl)imidazo[1,5-c]pyrimidin-1-yl)-3,6-dihydropyridin-1(2H)-yl)-2-hydroxyethan-1-one